FC1=C(C(=O)NC2=C(C=C(C=C2)SC)C(F)(F)F)C=CC=C1NC 2-fluoro-N-[2-trifluoromethyl-4-(methylsulfanyl)phenyl]-3-(methylamino)benzamide